FC(C=1N=CC=2N(C1)C(=CN2)C2=NC=CC(=N2)N2CC(CCC2)CS(=O)(C)=N)F ((1-(2-(6-(Difluoromethyl)imidazo[1,2-a]pyrazin-3-yl)pyrimidin-4-yl)piperidin-3-yl)methyl)(imino)(methyl)-λ6-sulfanone